5-((1H-Imidazol-1-yl)methyl)isoindoline hydrochloride Cl.N1(C=NC=C1)CC=1C=C2CNCC2=CC1